N-tert-butyl-2-[methyl([2-[4-(oxetan-3-yloxy)pyridin-2-yl]-5H,6H,7H-cyclopenta[d]pyrimidin-4-yl])amino]acetamide C(C)(C)(C)NC(CN(C=1C2=C(N=C(N1)C1=NC=CC(=C1)OC1COC1)CCC2)C)=O